Cl.NCCCOC(\C=C\C1=CC=C(C=C1)OC)=O (E)-3-(4-methoxyphenyl)acrylic acid-3-aminopropyl ester hydrochloride